β-[3-(2H-benzotriazole-2-yl)-5-tert-butyl-4-hydroxyphenyl]propionic acid N=1N(N=C2C1C=CC=C2)C=2C=C(C=C(C2O)C(C)(C)C)CCC(=O)O